(7aR)-5,6,7,7a,8,8a,9,10,11,11a-decahydro-4H-cyclopenta[5,6]naphtho[1,8-cd]azepine C1=CC=C2CNCC[C@@H]3C2=C1C1C(C3)CCC1